FC1=CC=C(C=C1)N1N=C(C=C1S(=O)(=O)C)C(=O)NC1=CC(=C(C=C1)C)NC1=NC=CC(=N1)C=1C=NC=CC1 1-(4-fluorophenyl)-N-(4-methyl-3-((4-(pyridin-3-yl)pyrimidin-2-yl)amino)phenyl)-5-(methylsulfonyl)-1H-pyrazole-3-carboxamide